(S)-2-(2-(3-methyl-1H-pyrrolo[2,3-b]pyridin-5-yl)quinolin-4-yl)pyrrolidine-1-carboxylic acid tert-butyl ester C(C)(C)(C)OC(=O)N1[C@@H](CCC1)C1=CC(=NC2=CC=CC=C12)C=1C=C2C(=NC1)NC=C2C